cobalt peroxydisulfate S(=O)(=O)([O-])OOS(=O)(=O)[O-].[Co+2]